3-Chloro-4-(trifluoromethyl)benzoic acid [(2R)-3-(3-ethyl-4-oxo-spiro[6,8-dihydro-5H-pyrazolo[4,3-c]azepin-7,4'-tetrahydropyran]-1-yl)-2-methyl-propyl] ester C(C)C1=NN(C2=C1C(NCC1(CCOCC1)C2)=O)C[C@H](COC(C2=CC(=C(C=C2)C(F)(F)F)Cl)=O)C